[2H]C([2H])(C(=O)O[2H])N([2H])[2H] glycine-D5